[Ce].[Fe].[Si] silicon-iron-cerium